3,5-dimethyl-2-[6-[(5S)-9-methyl-6-oxa-2,9-diazaspiro[4.5]decan-2-yl]pyridazin-3-yl]phenol CC=1C(=C(C=C(C1)C)O)C=1N=NC(=CC1)N1C[C@@]2(CC1)OCCN(C2)C